(S)-tert-butyl 4-(1-(2-(2-((tert-butyldimethylsilyl)oxy)ethyl)phenyl)-6,7-dichloro-2-oxo-1,2-dihydropyrido[2,3-d]pyrimidin-4-yl)-3-methylpiperazine-1-carboxylate [Si](C)(C)(C(C)(C)C)OCCC1=C(C=CC=C1)N1C(N=C(C2=C1N=C(C(=C2)Cl)Cl)N2[C@H](CN(CC2)C(=O)OC(C)(C)C)C)=O